N-(4-((4-([1,2,4]triazolo[4,3-c]pyrimidin-7-yloxy)-3-methylphenyl)amino)quinazolin-6-yl)-5-methylisoxazole-4-carboxamide N=1N=CN2C=NC(=CC21)OC2=C(C=C(C=C2)NC2=NC=NC1=CC=C(C=C21)NC(=O)C=2C=NOC2C)C